1-N-(5-(6-(2-bromo-4-(trifluoromethyl)phenyl)-1-oxo-3,4-dihydroisoquinolin-2(1H)-yl)-2-hydroxyphenyl)cyclopropanesulfonamide BrC1=C(C=CC(=C1)C(F)(F)F)C=1C=C2CCN(C(C2=CC1)=O)C=1C=CC(=C(C1)NS(=O)(=O)C1CC1)O